N-(5-chloro-4-methoxypyridin-2-yl)-2-(6-(3-isocyano-3-azabicyclo[4.1.0]hept-6-yl)pyridin-3-yl)acetamide ClC=1C(=CC(=NC1)NC(CC=1C=NC(=CC1)C12CCN(CC2C1)[N+]#[C-])=O)OC